N-(3-chloro-5-(ethylsulfanyl)phenyl)-1-(3-chloro-5-fluoropyridin-2-yl)-5-methyl-1H-pyrrole-3-carboxamide ClC=1C=C(C=C(C1)SCC)NC(=O)C1=CN(C(=C1)C)C1=NC=C(C=C1Cl)F